C(C)(C)(C)OC(=O)N1[C@@H](CNCC1)C.O[C@H]1[C@@H](CCC1)NC1=C2C(=NC=C1)N(N=C2C=O)COCC[Si](C)(C)C (4-(((1r,2r)-2-hydroxycyclopentyl)amino)-1-((2-(trimethylsilyl)ethoxy)methyl)-1H-pyrazolo[3,4-b]pyridin-3-yl)methanone tert-butyl-(2R)-2-methyl-1-piperazinecarboxylate